(cis)-N-{(S)-1-{6-{4-fluoro-1H-pyrazol-1-yl}pyridin-3-yl}ethyl}-1-methoxy-4-(4-methyl-6-(5-methyl-1H-pyrazol-3-ylamino)pyrimidin-2-yl)cyclohexanecarboxamide FC=1C=NN(C1)C1=CC=C(C=N1)[C@H](C)NC(=O)C1(CCC(CC1)C1=NC(=CC(=N1)C)NC1=NNC(=C1)C)OC